2,7-diazaspiro[3.5]nonene-7-carboxylic acid tert-butyl ester C(C)(C)(C)OC(=O)N1CCC2(CN=C2)CC1